(2R)-4-(tert-butoxycarbonyl)morpholine-2-carboxylic acid C(C)(C)(C)OC(=O)N1C[C@@H](OCC1)C(=O)O